C(C)(C)(C)C1=CC=C(CNC2=NS(C3=C(N2)C(=CC=C3)OC3=C(C=CC=C3)Cl)(=O)=O)C=C1 3-((4-(tert-butyl)benzyl)amino)-5-(2-chlorophenoxy)-4H-benzo[e][1,2,4]thiadiazine 1,1-dioxide